undecyl ((3S,4S)-4-methoxypyrrolidin-3-yl)carbamate TFA salt OC(=O)C(F)(F)F.CO[C@@H]1[C@H](CNC1)NC(OCCCCCCCCCCC)=O